(2S,3R,E)-N-benzyl-5-(4-fluorophenyl)-3-methyl-2-(p-tolyl)pent-4-enamide C(C1=CC=CC=C1)NC([C@@H]([C@@H](\C=C\C1=CC=C(C=C1)F)C)C1=CC=C(C=C1)C)=O